C(=O)(OC(C)(C)C)N(C([O-])=O)C1=C(C=C(C(=C1)F)OC)C(CC)=O N-Boc-5-fluoro-4-methoxy-2-propionylphenylcarbamate